ClC1=CC=C(CC2C(NC3CC23)=O)C=C1 4-(4-Chlorobenzyl)-2-azabicyclo[3.1.0]hexan-3-one